C(CC)[Te]=O n-propyltellurium oxide